7-bromo-1-(4-methoxybenzyl)-4-(trifluoromethyl)quinazolin BrC1=CC=C2C(=NCN(C2=C1)CC1=CC=C(C=C1)OC)C(F)(F)F